C(C)(=O)OC1=C(C=CC=C1)OCC=1OC2=C(C1)C=C(C=C2C2=C(C(=NC=C2)CN)F)COC2=C(C=CC=C2)OC(C)=O ((((7-(2-(aminomethyl)-3-fluoropyridin-4-yl) benzofuran-2,5-diyl) bis(methylene)) bis(oxy)) bis(2,1-phenylene)) diacetate